C12(CC3CC(CC(C1)C3)C2)CCC(C(=C)OCC)=O 5-((3r,5r,7r)-adamantan-1-yl)-2-ethoxypent-1-en-3-one